ClC1=CNC2=NC=C(C=C21)C2=CC=1N(C=C2)N=C(C1)NC(=O)C1C(C1)F N-(5-(3-chloro-1H-pyrrolo[2,3-b]pyridin-5-yl)pyrazolo[1,5-a]pyridin-2-yl)-2-fluorocyclopropane-1-carboxamide